1-(4-fluorophenyl)cyclobutane-1-carbaldehyde FC1=CC=C(C=C1)C1(CCC1)C=O